Halothane C(Cl)(Br)C(F)(F)F